[(2R,3S,4R,5R)-5-(2-chloro-4-pyrrolidin-1-yl-pyrrolo[2,3-d]-pyrimidin-7-yl)-3,4-dihydroxy-tetrahydro-furan-2-yl]methoxy-methylphosphonic acid ClC=1N=C(C2=C(N1)N(C=C2)[C@H]2[C@@H]([C@@H]([C@H](O2)COCP(O)(O)=O)O)O)N2CCCC2